4,4'-(((diphenylmethylene)bis(4,1-phenylene))bis(oxy))bis(3-(trifluoromethyl)aniline) C1(=CC=CC=C1)C(C1=CC=C(C=C1)OC1=C(C=C(N)C=C1)C(F)(F)F)(C1=CC=C(C=C1)OC1=C(C=C(N)C=C1)C(F)(F)F)C1=CC=CC=C1